N1=CC=C(C=C1)[C@@H]1[C@H]([C@H]2[C@@H]3C[C@@H]3[C@@H]1O2)C(=O)NC2=CC(=CC=C2)C(F)(F)F (1S,2S,4R,5R,6R,7S)-7-(pyridin-4-yl)-N-(3-(trifluoromethyl)phenyl)-8-oxatricyclo[3.2.1.02,4]octane-6-carboxamide